CC1N(CCOC1)C 3,4-dimethylmorpholine